(4-(methylsulfonylamino)phenyl)boronic acid CS(=O)(=O)NC1=CC=C(C=C1)B(O)O